CC1=NN(C2=CC(=CC=C12)C(NC=1N=CC=2N(C1)C=C(N2)[C@@H]2N(CCC2)C)=O)CCCCCCNC(OC(C)(C)C)=O tert-butyl (R)-(6-(3-methyl-6-((2-(1-methylpyrrolidin-2-yl)imidazo[1,2-a]pyrazin-6-yl)carbamoyl)-1H-indazol-1-yl)hexyl)carbamate